Nickel-calcium [Ca].[Ni]